5-[2-[5-[(4,4-difluoro-6,7-dihydro-5H-pyrazolo[1,5-a]pyridin-2-yl)carbamoyl]-2-methyl-phenyl]ethynyl]-N,1-dimethyl-imidazole-2-carboxamide FC1(C=2N(CCC1)N=C(C2)NC(=O)C=2C=CC(=C(C2)C#CC2=CN=C(N2C)C(=O)NC)C)F